2-(3,5-Dichlorophenyl)-2-oxo-3,3,5,5-tetramethyl-[1,4,2]-oxazaphosphinane ClC=1C=C(C=C(C1)Cl)P1(OCC(NC1(C)C)(C)C)=O